C(#N)C1=CC(=C(OCC=2C=C(OC3CCN(CC3)CC3=NC4=C(N3C[C@H]3OCC3)C=C(C=C4C)C(=O)OC)C=CC2)C=C1)F methyl (S)-2-((4-(3-((4-cyano-2-fluorophenoxy)methyl) phenoxy)piperidin-1-yl)methyl)-4-methyl-1-(oxetan-2-ylmethyl)-1H-benzo[d]imidazole-6-carboxylate